ClC1=C(C(=CC(=C1)[N+](=O)[O-])CN(CC1=CC=NC=C1)C(C)C)O 2-Chloro-6-((isopropyl-(pyridin-4-ylmethyl)amino)methyl)-4-nitrophenol